3,5-di-tert-butyl-4-hydroxybenzoic acid-2-methyl-4,6-di-tert-butylphenyl ester CC1=C(C(=CC(=C1)C(C)(C)C)C(C)(C)C)OC(C1=CC(=C(C(=C1)C(C)(C)C)O)C(C)(C)C)=O